N1C=NC(=C1)[C@H](C)N1C(N=C(C2=CC=C(C=C12)C(F)(F)F)NC)=O (S)-1-(1-(1H-imidazol-4-yl)ethyl)-4-(methylamino)-7-(trifluoromethyl)-quinazolin-2(1H)-one